4-bromo-1,3-dihydro-2h-benzimidazol-2-one BrC1=CC=CC=2NC(NC21)=O